COCC(C)OC(C)=O 1-methoxy-2-acetoxypropane